C(C)(C)(C)OC(=O)NC1CCC(CC1)C(CN1CCN(CC1)C1=CC=C(C=C1)C(CCC(=O)OC(C)(C)C)C#N)(F)F tertbutyl 4-[4-[4-[2-[4-(tert-butoxycarbonylamino)cyclohexyl]-2,2-difluoro-ethyl]piperazin-1-yl]phenyl]-4-cyano-butanoate